Cl.NCCOCCNC(C(F)(F)F)=O N-(2-(2-aminoethoxy)ethyl)-2,2,2-trifluoroacetamide hydrochloride